FC1=C(CN(S(=O)(=O)C)C=2C=NC=CC2)C=CC(=C1)C(=O)NNC(C(F)(F)F)=O N-(2-fluoro-4-(2-(2,2,2-trifluoroacetyl)hydrazine-1-carbonyl)benzyl)-N-(pyridin-3-yl)methanesulfonamide